(rac)-2'-[6-amino-5-(trifluoromethyl)pyridin-3-yl]-N-[(pyrazin-2-yl)methyl]-5',6'-dihydrospiro[pyrrolidine-3,4'-pyrrolo[1,2-b]pyrazole]-1-carboxamide NC1=C(C=C(C=N1)C=1C=C2N(N1)CC[C@]21CN(CC1)C(=O)NCC1=NC=CN=C1)C(F)(F)F |r|